6-Chloro-1-methyl-2-oxo-4-(4-(3-(trifluoromethyl)phenoxy)piperidin-1-yl)-1,2-dihydro-1,5-naphthyridin-3-carbonitril ClC=1N=C2C(=C(C(N(C2=CC1)C)=O)C#N)N1CCC(CC1)OC1=CC(=CC=C1)C(F)(F)F